CC1SC(=CN1C)C 2,3,5-trimethylthiazole